3-(2-methoxyphenyl)-6-(2-morpholinopyrimidin-5-yl)-2,3-dihydropyrazolo[1,2-a]indazol-9(1H)-one COC1=C(C=CC=C1)C1CCN2N1C=1C=C(C=CC1C2=O)C=2C=NC(=NC2)N2CCOCC2